1,3-bis(3-amino-α,α-dimethylbenzyl)benzene ((2R,3S,5R)-3-((4-Chlorobenzoyl)oxy)-5-(2,6-dioxo-3,6-dihydropyrimidin-1(2H)-yl)tetrahydrofuran-2-yl)methyl-4-chlorobenzoate ClC1=CC=C(C(=O)O[C@@H]2[C@H](O[C@H](C2)N2C(NC=CC2=O)=O)COC(C2=CC=C(C=C2)Cl)=O)C=C1.NC=1C=C(C(C)(C)C2=CC(=CC=C2)C(C2=CC(=CC=C2)N)(C)C)C=CC1